C(C1=CC=CC=C1)OC=1C=C2C(=CNC2=CC1)CCC1N(CCC=2C=C3C(=CC12)OCO3)CC3CCOCC3 5-(2-(5-(benzyloxy)-1H-indol-3-yl)ethyl)-6-((tetrahydro-2H-pyran-4-yl)methyl)-5,6,7,8-tetrahydro-[1,3]dioxolo[4,5-g]isoquinoline